2-methyl-2-(hydroxymethyl)-1,3-propanediol CC(CO)(CO)CO